N=1C=CN2C1C=C(C=C2)CNC(=O)C=2C=CC(=C(C2)C#CC2=CC=C(C(=O)NCCN1CCN(CC1)C(=O)OC(C)(C)C)C=C2)S(=O)(=O)CC2=NN(C=C2)C tert-butyl 4-(2-(4-((5-((imidazo[1,2-a]pyridin-7-ylmethyl)carbamoyl)-2-(((1-methyl-1H-pyrazol-3-yl)methyl)sulfonyl)phenyl)ethynyl)benzamido)ethyl)piperazine-1-carboxylate